C[Si](C)(C)[N-][Si](C)(C)C di(trimethylsilyl)amid